7-formyl-6-((4-methyl-2-oxopiperazin-1-yl)methyl)-1,2,3,4-tetrahydro-1,8-naphthyridine-1-carboxamide C(=O)C1=C(C=C2CCCN(C2=N1)C(=O)N)CN1C(CN(CC1)C)=O